[3,5-dichloro-2-(hydroxymethyl)-4-pyridinyl]-1-[(1S)-5-[(1S)-2-fluoro-1-hydroxy-1-methyl-ethyl]-1-methyl-3,4-dihydro-1H-isoquinolin-2-yl]ethanone ClC=1C(=NC=C(C1CC(=O)N1[C@H](C2=CC=CC(=C2CC1)[C@](CF)(C)O)C)Cl)CO